C1(CC1)C1=C(C(=NO1)C1=C(C=CC=C1Cl)Cl)CO[C@H]1[C@@H]2CN([C@H](C1)C2)C=2SC1=C(N2)C(=CC(=C1)C(=O)NS(=O)(=O)C)F 2-[(1S,4S,5R)-5-[[5-cyclopropyl-3-(2,6-dichlorophenyl)-1,2-oxazol-4-yl]methoxy]-2-azabicyclo[2.2.1]heptan-2-yl]-4-fluoro-N-methanesulfonyl-1,3-benzothiazole-6-carboxamide